FC1=CC=C(C(=O)NC(C)C2=NC=3CCCN(C3C=C2)C(=O)C2COC2)C=C1 4-Fluoro-N-{1-[5-(oxetan-3-carbonyl)-5,6,7,8-tetrahydro-1,5-naphthyridin-2-yl]ethyl}benzamid